FC(OC=1C=CC(=NC1)C=1C=C2C(=C(C(N(C2=NC1)CCN1CCOCC1)=O)C(=O)NC1CC2(C1)CCC2)O)F 6-(5-(difluoromethoxy)pyridin-2-yl)-4-hydroxy-1-(2-morpholinoethyl)-2-oxo-N-(spiro[3.3]hept-2-yl)-1,2-dihydro-1,8-naphthyridine-3-carboxamide